N1=CC=C2C1=CC=C(N2)CC(=O)N pyrrolopyridine-5-carboxyamide